ClC=1C=C(C=C(C1)C(F)(F)F)NC=1N(C2=NC(=NC=C2N1)NC1(CCOCC1)C)C1CCNCC1 N8-(3-chloro-5-(trifluoromethyl)phenyl)-N2-(4-methyltetrahydro-2H-pyran-4-yl)-9-(piperidin-4-yl)-9H-purine-2,8-diamine